C(CCCC(=O)OCNC(=O)C=1C=NC=CC1)(=O)OCC O1-ethyl O5-[(pyridine-3-carbonylamino)methyl] pentanedioate